FC(CC1OC1)(C(C(C(C(CC1OC1)(F)F)(F)F)(F)F)(F)F)F (2,2,3,3,4,4,5,5,6,6-Decafluoroheptan-1,7-diyl)bis(oxiran)